OC1=CC=C(C=C1)[S+](CC)CC 4-hydroxyphenyl-diethylsulfonium